ClC1=CC=C(C=C1)N(C(=O)C=1N=CC=2N(C1)C(=CN2)C2=CC=C(C=C2)NC(CC)=O)C N-(4-chlorophenyl)-N-methyl-3-[4-(propanoylamino)phenyl]imidazo[1,2-a]pyrazine-6-carboxamide